3-(5-(7-chloroquinolin-5-yl)pyridin-2-yl)-3,6-diazabicyclo[3.1.1]heptane-6-carboxylic acid tert-butyl ester C(C)(C)(C)OC(=O)N1C2CN(CC1C2)C2=NC=C(C=C2)C2=C1C=CC=NC1=CC(=C2)Cl